3-bromo-4-(3-bromopropoxy)-5-nitro-pyridine BrC=1C=NC=C(C1OCCCBr)[N+](=O)[O-]